CN(C(=O)C1=NN(C(=C1)CNC(OC(C)(C)C)=O)[C@@H]1C[C@@H](C1)O)C tert-butyl ((3-(dimethylcarbamoyl)-1-(cis-3-hydroxycyclobutyl)-1H-pyrazol-5-yl)methyl)carbamate